BrCCCCCCO[Si](OC(OCCCCCCCCC)CCCCC)(C)C 1-bromo-8,8-dimethyl-10-pentyl-7,9,11-trioxa-8-silaicosane